O[C@H](C)C1=NC=C(C(=C1)C1=C(C=NC(=C1)C)C(=O)NC=1SC(=NN1)OC)OC (R)-2'-(1-hydroxyethyl)-5'-methoxy-N-(5-methoxy-1,3,4-thiadiazol-2-yl)-6-methyl-(4,4'-bipyridine)-3-carboxamide